C(C)O[Si](CCCNCCC[Si](OCC)(OCC)OCC)(OCC)OCC N,N-bis(3-triethoxysilylpropyl)amine